BrC1=C(C=C(C(=C1)Cl)C)C=1OC=CN1 2-(2-bromo-4-chloro-5-methylphenyl)-1,3-oxazole